(S)-13-methoxy-12-(3-methoxypropoxy)-7,7-dimethyl-2-oxo-2,7,8,9,10,10a-hexahydrodipyrido[2,1-a:1',2'-c]phthalazine-3-carboxylic acid COC1=C(C=C2[C@H]3N(N4C(C2=C1)=CC(C(=C4)C(=O)O)=O)C(CCC3)(C)C)OCCCOC